N1=C(N=C(N=C1OC1=C(C(=O)O)C=CC=C1)OC1=C(C(=O)O)C=CC=C1)OC1=C(C(=O)O)C=CC=C1 (1,3,5-triazine-2,4,6-triyl)tris(oxy)tribenzoic acid